N-(6,7-Dichloro-2-(hydroxymethyl)-3-(1H-pyrazol-4-yl)-1H-indol-4-yl)-2,2-difluoroacetamide ClC1=CC(=C2C(=C(NC2=C1Cl)CO)C=1C=NNC1)NC(C(F)F)=O